CN(S(=O)(=O)C=1C=C(C=C2C=NNC12)C)CC(=O)NC1=CC=2N(C=C1)C=NC2 2-(N,5-dimethyl-1H-indazole-7-sulfonamido)-N-(imidazo[1,5-a]pyridin-7-yl)acetamide